(1R)-1-{2-[3-(Trifluoromethoxy)phenyl]-1,3-thiazol-4-yl}-6-azaspiro[2.5]octan-6-sulfonamid FC(OC=1C=C(C=CC1)C=1SC=C(N1)[C@@H]1CC12CCN(CC2)S(=O)(=O)N)(F)F